spiro[benzofuran-2,1'-cyclohexan]-4'-one C12(CCC(CC1)=O)OC1=C(C2)C=CC=C1